N-((2S,3S)-2-((3'-chloro-2-fluorobiphenyl-3-yl)methyl)-1-(2-hydroxy-2-methylpropanoyl)pyrrolidin-3-yl)ethanesulfonamide ClC=1C=C(C=CC1)C1=C(C(=CC=C1)C[C@@H]1N(CC[C@@H]1NS(=O)(=O)CC)C(C(C)(C)O)=O)F